FC(C1=C(C=C(N)C=C1)C=1C=NC=C(C1)F)F 4-(difluoromethyl)-3-(5-fluoropyridin-3-yl)aniline